CC1=C(C=CC=C1OCCCN[C@@H]([C@H](O)C1=CC=CC=C1)CO)C1=C(C(=CC=C1)OCCCN[C@@H]([C@H](O)C1=CC=CC=C1)CO)C (1R,1'R,2R,2'R)-2,2'-((((2,2'-dimethyl-[1,1'-biphenyl]-3,3'-diyl)bis(oxy))bis(propane-3,1-diyl))bis(azanediyl))bis(1-phenylpropane-1,3-diol)